7-benzyl 5-(tert-butyl) 2-(4-(2,2-difluorocyclobutyl) phenyl)-3,4,5a,6,8,9-hexahydro-2H-1,2,5,7-tetraazabenzo[cd]azulene-5,7-dicarboxylate FC1(C(CC1)C1=CC=C(C=C1)N1N=C2CCN(CC3C2=C1CCN3C(=O)OC(C)(C)C)C(=O)OCC3=CC=CC=C3)F